C(#N)C1=NN=CN1CCN(C(OC(C)(C)C)=O)CC1=CC=C(C=C1)C#CC1=CC=C(C=C1)C1=CC(=NO1)CN1C(=NC=C1)[C@H](C)OC1OCCCC1 tert-Butyl (2-(3-cyano-4H-1,2,4-triazol-4-yl)ethyl)(4-((4-(3-((2-((1S)-1-((tetrahydro-2H-pyran-2-yl)oxy)ethyl)-1H-imidazol-1-yl)methyl)isoxazol-5-yl)phenyl)ethynyl)benzyl)carbamate